(4-isopropoxy-3-methyl-phenyl)-[2-methyl-6-(1,1,2,2,2-pentafluoroethyl)spiro[3,4-dihydropyrrolo[1,2-a]pyrazine-1,4'-piperidine]-1'-yl]methanone C(C)(C)OC1=C(C=C(C=C1)C(=O)N1CCC2(CC1)C=1N(CCN2C)C(=CC1)C(C(F)(F)F)(F)F)C